(+)-Camphorate C(C1(C)C(C)(C)C(C(=O)[O-])CC1)(=O)[O-]